C(C)(C)(C)OC(=O)N1C[C@H]2N(C3=CC(=C(C=C3NC2)Br)OC)CC1 (S)-8-bromo-9-methoxy-1,2,4,4a,5,6-hexahydro-3H-pyrazino[1,2-a]quinoxaline-3-carboxylic acid tert-butyl ester